C(C)(C)(C)C1=NC=C(C(=C1)N(C)C)C(C)(C)C 2,5-di-t-butyl-4-(dimethylamino)pyridine